benzoic acid-(docosahexenoylaminoethyl) ester C(C=CC=CC=CC=CC=CC=CCCCCCCCCC)(=O)NCCOC(C1=CC=CC=C1)=O